tert-butyl 7-ethyl-3-iodoindole-1-carboxylate C(C)C=1C=CC=C2C(=CN(C12)C(=O)OC(C)(C)C)I